IMIDAZOLE-4-CARBALDEHYDE N1C=NC(=C1)C=O